2-amino-N-(3-(5-chloro-2-methoxyphenyl)-1-(2-morpholinoethyl)-1H-pyrazol-4-yl)pyrazolo[1,5-a]pyrimidine-3-carboxamide NC1=NN2C(N=CC=C2)=C1C(=O)NC=1C(=NN(C1)CCN1CCOCC1)C1=C(C=CC(=C1)Cl)OC